C(C1=CC=CC=C1)NC[C@](CCCCC)(C)NC(OC(C)(C)C)=O tert-butyl (R)-(1-(benzylamino)-2-methylheptan-2-yl)carbamate